(S)-2-(7-chloro-2-(pyridin-3-yl)-1,2,3,4-tetrahydroisoquinolin-5-yl)pyrrolidine-1-carboxylic acid tert-Butyl ester C(C)(C)(C)OC(=O)N1[C@@H](CCC1)C1=C2CCN(CC2=CC(=C1)Cl)C=1C=NC=CC1